COC(=O)C=1C(=CC2=C(N=CO2)C1)O 6-hydroxybenzo[d]oxazole-5-carboxylic acid methyl ester